P(=O)(O)(O)OC[C@@H]1[C@H]([C@H]([C@@H](O1)N1C(=NC=2C(N)=NC=NC12)Cl)O)O 8-Chloroadenosine-5'-O-monophosphate